selenoniolanthionine [SeH2+]N[C@@H](CSC[C@H](N)C(=O)O)C(=O)O